4-amino-3-chloro-6-(7-chlorobenzo[d][1,3]dioxol-4-yl)-5-fluoropicolinic acid NC1=C(C(=NC(=C1F)C1=CC=C(C=2OCOC21)Cl)C(=O)O)Cl